C1(=CC=CC=C1)SS mercapto phenyl sulfide